C(C1=CC=CC=C1)N1CCC(CC1)NCCCOC1=CC(OC2=CC(=CC=C12)C1=CC(=NC=C1)F)=O 4-(3-((1-Benzylpiperidin-4-yl)amino)propoxy)-7-(2-fluoropyridin-4-yl)-2H-chromen-2-one